3-chloro-N-[5-(7-fluoro-1H-benzimidazol-2-yl)-1-methyl-pyrazol-3-yl]-4-(2-hydroxyethoxy)benzamide ClC=1C=C(C(=O)NC2=NN(C(=C2)C2=NC3=C(N2)C(=CC=C3)F)C)C=CC1OCCO